O=C(NCCOCCC(=O)[O-])CCOCCOCCC(=O)[O-] 8-oxo-4,11,14-trioxa-7-azaheptadecanedioate